FC([C@@H]1[C@H](C1)C=1C=2N(N=C(C1)C=1C(=NC(=NC1)OC)OC)C(=CN2)F)F 8-((1S,2S)-2-(difluoromethyl)cyclopropyl)-6-(2,4-dimethoxypyrimidin-5-yl)-3-fluoroimidazo[1,2-b]pyridazine